COC=1C=C(C=CC1)C(=O)C1=CC=CC=C1 (3-methoxyphenyl)(phenyl)methanone